(2S)-2-amino-4-methyl-1-[(2R)-2-methylethyl]-1-pentanone N[C@H](C(=O)CCC)CC(C)C